OC1=C(C(N(C=C1)C)=O)NC(N[C@@H](CC(=O)O)C1=CC(=CC=C1)OC1=C(C=CC=C1)OC)=O (S)-3-(3-(4-hydroxy-1-methyl-2-oxo-1,2-dihydropyridin-3-yl)ureido)-3-(3-(2-methoxyphenoxy)phenyl)propanoic acid